ClC=1C=C(C=C(C1)OCC1CN(CC1)C)NC(OC1=CC=CC=C1)=O phenyl (3-chloro-5-((1-methylpyrrolidin-3-yl) methoxy)phenyl)carbamate